3-methyl-6,7-dihydroisoxazolo[4,5-c]pyridine-5(4H)-carboxylic acid tert-butyl ester C(C)(C)(C)OC(=O)N1CC2=C(CC1)ON=C2C